BrC1=C(OC(CO)CO)C=CC=C1 2-(2-bromophenoxy)propane-1,3-diol